(E)-ethyl 2-oxo-6-(phenyldiazenyl)-2H-chromene-3-carboxylate O=C1OC2=CC=C(C=C2C=C1C(=O)OCC)\N=N\C1=CC=CC=C1